C(C)[C@@H]1O[C@@H](CN(C1)C1=CC=C(C(=N1)C)NC=1C=CC2=C(OCC(N2)=O)C1)CC 7-((6-((2S,6R)-2,6-diethylmorpholino)-2-methylpyridin-3-yl)amino)-2H-benzo[b][1,4]oxazin-3(4H)-one